CC(C1=CC=C2[C@@H]3CCC4CCCC[C@]4(C)[C@H]3CC[C@]12C)=O pregnadienone